ClC1=C(C=C(C=2C3=C(N(C12)C(F)F)CCNC(C3C)=O)NCCO)Cl 7,8-Dichloro-6-(difluoromethyl)-10-((2-hydroxyethyl)amino)-1-methyl-3,4,5,6-tetrahydroazepino[4,5-b]indol-2(1H)-one